C[Si](CCOCN1C=NC(=C1)C(C)=O)(C)C 1-(1-{[2-(trimethylsilyl)ethoxy]methyl}-4-imidazolyl)-1-ethanone